(3R,4S)-1-[7-(4-chloro-2-methyl-2H-indazol-5-yl)-5H-pyrrolo[2,3-b]pyrazin-3-yl]-3-fluoropiperidin-4-amine, hydrochloride salt Cl.ClC=1C2=CN(N=C2C=CC1C1=CNC2=NC(=CN=C21)N2C[C@H]([C@H](CC2)N)F)C